pyridine propanesulfonate phosphate P(=O)(O)(O)O.C(CC)S(=O)(=O)O.N1=CC=CC=C1